2-(adamantan-1-yl)-4-(6-(hydroxymethyl)naphthalen-2-yl)phenol C12(CC3CC(CC(C1)C3)C2)C2=C(C=CC(=C2)C2=CC3=CC=C(C=C3C=C2)CO)O